(5-((4-amino-1H-pyrazol-1-yl)methyl)pyridin-2-yl)propan-2-ol NC=1C=NN(C1)CC=1C=CC(=NC1)CC(C)O